FC(C(C)C)(F)C1=CC(=C(C#N)C(=C1)N1C[C@@H](N(CC1)CC=1N=NC=CC1)C)F (S)-4-(1,1-difluoro-2-methylpropyl)-2-fluoro-6-(3-methyl-4-(pyridazin-3-ylmethyl)piperazin-1-yl)benzonitrile